[4-(1H-indol-2-yl)-1H-pyrrol-2-yl](3,4,5-trimethoxyphenyl)methanone oxime N1C(=CC2=CC=CC=C12)C=1C=C(NC1)C(=NO)C1=CC(=C(C(=C1)OC)OC)OC